C(C)OC(=S)[S-].[K+] potassium (ethoxymethanethioyl)sulfanide